1-(6-(2-Chloro-3-fluorophenyl)pyrido[2,3-b]pyrazin-2-yl)-4-methylpiperidin-4-amine ClC1=C(C=CC=C1F)C=1C=CC=2C(=NC=C(N2)N2CCC(CC2)(N)C)N1